(3S)-3-amino-4-(3-(4-((5-bromo-3-fluoropyridin-2-yl)oxy)phenyl)-1,2,4-oxadiazol-5-yl)butan-2-ol N[C@H](C(C)O)CC1=NC(=NO1)C1=CC=C(C=C1)OC1=NC=C(C=C1F)Br